(R)-1-(3-(2-(azetidine-1-carbonyl)-4-chloro-7-fluoro-1H-indol-6-yl)piperidin-1-yl)-3-(1H-pyrazol-1-yl)propan-1-one N1(CCC1)C(=O)C=1NC2=C(C(=CC(=C2C1)Cl)[C@@H]1CN(CCC1)C(CCN1N=CC=C1)=O)F